(R)-1-(2-bromo-5-chlorophenyl)ethanol BrC1=C(C=C(C=C1)Cl)[C@@H](C)O